[Na].FC(C)(F)C1=NC(=CC(=N1)NC1=CC(=NC=C1C=1N=C2N(CCN(C2)C)C1)NC(C)=O)C N-(4-((2-(1,1-difluoroethyl)-6-methylpyrimidin-4-yl)amino)-5-(7-methyl-5,6,7,8-tetrahydroimidazo[1,2-a]pyrazin-2-yl)pyridin-2-yl)acetamide sodium